[Na+].O1CC(C=C1)[O-].O[C@@H](CO)[C@H]1OC(C(=C1O)O)=O (R)-2-((S)-1,2-dihydroxyethyl)-4-hydroxy-5-oxo-2,5-dihydrofuran-3-ol (dihydrofuran-3-olate) sodium